(1s,3s)-3-(4-(benzyloxy)phenoxy)cyclobutane-1-carbonitrile C(C1=CC=CC=C1)OC1=CC=C(OC2CC(C2)C#N)C=C1